FC(C(=O)N1[C@H](CN(CC1)C=1C2=C(N=C(N1)OCC1=NC=CC=C1)CN(CC2)C2=CC=CC1=CC=CC(=C21)C)CC#N)=C 2-[(2S)-1-(2-fluoroprop-2-enoyl)-4-[7-(8-methyl-1-naphthyl)-2-(2-pyridylmethoxy)-6,8-dihydro-5H-pyrido[3,4-d]pyrimidin-4-yl]piperazin-2-yl]acetonitrile